BrC=1C=CC(=NC1)/C=N/NC(C(F)(F)F)C 5-Bromo-2-[(1E)-[2-(1,1,1-trifluoropropan-2-yl)hydrazin-1-ylidene]methyl]pyridine